aminoarsine N[AsH2]